(3S)-3-(5-(8-(benzo[d]thiazol-6-ylmethyl)-8-azabicyclo[3.2.1]octan-3-yl)-4,6-difluoro-1-oxoisoindolin-2-yl)piperidine-2,6-dione S1C=NC2=C1C=C(C=C2)CN2C1CC(CC2CC1)C=1C(=C2CN(C(C2=CC1F)=O)[C@@H]1C(NC(CC1)=O)=O)F